NC1=CC=CC(=N1)S(=O)(=O)NC(=O)C=1C(=NC=C(C1)C=1C=NC(=CC1)OC)N1C(CC(C1)C)(C)C N-[(6-Amino-2-pyridyl)sulfonyl]-5-(6-methoxy-3-pyridyl)-2-(2,2,4-trimethylpyrrolidin-1-yl)pyridin-3-carboxamid